(R)-3-(1-((6-(4,4-difluoro-[1,4'-bipiperidin]-1'-yl)-7-methoxy-2-methylquinazolin-4-yl)amino)ethyl)-2-methylbenzonitrile FC1(CCN(CC1)C1CCN(CC1)C=1C=C2C(=NC(=NC2=CC1OC)C)N[C@H](C)C=1C(=C(C#N)C=CC1)C)F